methyl 3-oxo-2-propyl-3,4-dihydroquinoxaline-6-carboxylate O=C1C(=NC2=CC=C(C=C2N1)C(=O)OC)CCC